(1S,3R,4R,12aR)-3-fluoro-7-hydroxy-6,8-dioxo-N-(2,4,6-trifluorophenylmethyl)-1,2,3,4,6,8,12,12a-octahydro-1,4-methanodipyrido[1,2-a:1',2'-d]pyrazine-9-carboxamide F[C@@H]1C[C@H]2[C@H]3N(C(C=4N(C3)C=C(C(C4O)=O)C(=O)NCC4=C(C=C(C=C4F)F)F)=O)[C@@H]1C2